3-benzyl-1-(trans-4-((5-cyano-(((1-methylpyrrolidin-2-yl)methyl)-amino)pyrimidin-2-yl)amino)-cyclohexyl)-1-(5-(1-methyl-1H-pyrazol-4-yl)-pyridin-2-yl)urea C(C1=CC=CC=C1)NC(N(C1=NC=C(C=C1)C=1C=NN(C1)C)[C@@H]1CC[C@H](CC1)NC1=NC=C(C(=N1)NCC1N(CCC1)C)C#N)=O